FC1=C(C=CC=C1C[C@@H]1N(CC([C@@H]1NS(=O)(=O)C1CC1)(F)F)C(C(C)C)=O)C1=CC(=CC=C1)F N-[(2S,3R)-2-[(2,3'-difluoro[1,1'-biphenyl]-3-yl)methyl]-4,4-difluoro-1-(2-methyl-propanoyl)pyrrolidin-3-yl]cyclopropane-sulfonamide